4-[3-(4-[3-cyano-4-methoxypyrazolo[1,5-a]pyridine-6-yl]-5-methylpyrazol-1-yl)pyridine-1-yl]-2,2-dimethylpyrrolidine-1-carbonitrile C(#N)C=1C=NN2C1C(=CC(=C2)C=2C=NN(C2C)C=2CN(C=CC2)C2CC(N(C2)C#N)(C)C)OC